CN1CC(C1)(C)[C@@](C=1C=C(N=NC1)N1C(C(CC1)(C)C)=O)(C1=CC=C(C=C1)C(C)C)O 1-{5-[(R)-(1,3-Dimethyl-azetidin-3-yl)-hydroxy-(4-isopropyl-phenyl)-methyl]-pyridazin-3-yl}-3,3-dimethyl-pyrrolidin-2-one